CN1C(=CC2=CC=CC=C12)C1=CC=C(OCCCCCCCCCCCCOC(C=C)=O)C=C1 Acrylic acid 12-[4-(1-methylindole-2-yl)-phenoxy]-dodecyl ester